methyl 2-[4-(5-amino-4-cyano-1-isopropyl-pyrazol-3-yl)phenyl]prop-2-enoate NC1=C(C(=NN1C(C)C)C1=CC=C(C=C1)C(C(=O)OC)=C)C#N